4-amino-N-(pyrimidine-2-yl)benzenesulfonamide NC1=CC=C(C=C1)S(=O)(=O)NC1=NC=CC=N1